3-([1,1'-biphenyl]-2-ylmethyl)-6-(bromomethyl)-8-(1-methyl-3-(trifluoromethyl)-1H-pyrazol-4-yl)quinazolin-4(3H)-one C1(=C(C=CC=C1)CN1C=NC2=C(C=C(C=C2C1=O)CBr)C=1C(=NN(C1)C)C(F)(F)F)C1=CC=CC=C1